2-((S)-4-(4-Chlorophenyl)-2,3,9-trimethyl-6H-thieno[3,2-f][1,2,4]triazolo[4,3-a][1,4]diazepin-6-yl)-N-(3-(2,3-dihydroxybicyclo[2.2.1]heptan-2-yl)propyl)acetamide ClC1=CC=C(C=C1)C1=N[C@H](C=2N(C3=C1C(=C(S3)C)C)C(=NN2)C)CC(=O)NCCCC2(C3CCC(C2O)C3)O